4-methoxy-2-[3-(1,3,5-trimethylpyrazol-4-yl)pyrazolo[1,5-a]pyridin-5-yl]thiazole-5-carboxylic acid COC=1N=C(SC1C(=O)O)C1=CC=2N(C=C1)N=CC2C=2C(=NN(C2C)C)C